benzyl (7S,11R)-7,11-bis((tert-butoxycarbonyl)amino)-2,2-dimethyl-4,12-dioxo-3-oxa-9-thia-5,13-diazanonadecan-19-oate C(C)(C)(C)OC(=O)N[C@@H](CNC(OC(C)(C)C)=O)CSC[C@@H](C(NCCCCCC(=O)OCC1=CC=CC=C1)=O)NC(=O)OC(C)(C)C